N'-ethyl-N,N-dimethyl-propanediamine C(C)NC(CC)N(C)C